5-(aminomethyl)picolinamide NCC=1C=CC(=NC1)C(=O)N